[2H]C=1C(=C(NC1C(C)C)C=1C(=NC=CC1)OC(F)(F)F)C(=O)OC methyl 4-deutero-5-isopropyl-2-(2-(trifluoromethoxy) pyridin-3-yl)-1H-pyrrole-3-carboxylate